(S)-tert-Butyl 4-(7-(5-chloro-2-hydroxyphenyl)-6-fluoro-1-(2-isopropyl-6-methylphenyl)-2-oxo-1,2-dihydropyrido[2,3-d]pyrimidin-4-yl)-3-methylpiperazine-1-carboxylate ClC=1C=CC(=C(C1)C=1C(=CC2=C(N(C(N=C2N2[C@H](CN(CC2)C(=O)OC(C)(C)C)C)=O)C2=C(C=CC=C2C)C(C)C)N1)F)O